2,5-dioxopyrrolidin-1-yl 2-{4'-acetamido-[1,1'-biphenyl]-4-yl}acetate C(C)(=O)NC1=CC=C(C=C1)C1=CC=C(C=C1)CC(=O)ON1C(CCC1=O)=O